N-(2,2'-dichloro-3'-(5-(((1,3-dihydroxypropan-2-yl)amino)methyl)-6-methoxypyridin-2-yl)-[1,1'-biphenyl]-3-yl)-1,5-dimethyl-4,5,6,7-tetrahydro-1H-imidazo[4,5-c]pyridine-2-carboxamide ClC1=C(C=CC=C1NC(=O)C=1N(C2=C(CN(CC2)C)N1)C)C1=C(C(=CC=C1)C1=NC(=C(C=C1)CNC(CO)CO)OC)Cl